4-piperazinyl-benzo[b]thiophene N1(CCNCC1)C1=CC=CC=2SC=CC21